C(C)(C)(C)OC(NC(CC1=NC(=C(C=C1OC)Cl)OC)C)=O (1-(5-chloro-3,6-dimethoxypyridin-2-yl)propan-2-yl)carbamic acid tert-butyl ester